tert-butyl 4-[2-[(E)-3-ethoxy-3-oxo-prop-1-enyl]-5-(2-trimethylsilylethoxymethyl)pyrrolo[2,3-b]pyrazin-7-yl]-3,6-dihydro-2H-pyridine-1-carboxylate C(C)OC(/C=C/C=1N=C2C(=NC1)N(C=C2C=2CCN(CC2)C(=O)OC(C)(C)C)COCC[Si](C)(C)C)=O